N[C@@H]1C[C@@H](CC1)CC(=O)O (1R,3S)-(3-AMINOCYCLOPENTYL)-ACETIC ACID